CC=1NC=CC1 (S)-2-methylpyrrole